6-chloro-7-(2,4-difluorophenyl)-8-((3-hydroxypropyl)thio)quinazoline-2,4(1H,3H)-dione ClC=1C=C2C(NC(NC2=C(C1C1=C(C=C(C=C1)F)F)SCCCO)=O)=O